CC1=NC2C=CC=CC2N=C1C 2,3-dimethyl-4a,8a-dihydroquinoxaline